3-fluoro-7-(2,2,2-trifluoroethoxy)phenoxathiine-10,10-dioxide FC=1C=CC=2S(C3=CC=C(C=C3OC2C1)OCC(F)(F)F)(=O)=O